trizinc bis(orthophosphate) P(=O)([O-])([O-])[O-].P(=O)([O-])([O-])[O-].[Zn+2].[Zn+2].[Zn+2]